O1C(=NC=C1)C=1C=C(C=CC1)C=1C(=NC(=NC1)N)N [3-(oxazol-2-yl)phenyl]-2,4-pyrimidinediamine